CC1NCCC(C1)N[C@@H]1COCC1 (E)-2-methyl-N-((S)-tetrahydrofurane-3-yl)piperidin-4-amine